CN1CCN(CC1)CCC(=O)N 3-(4-methylpiperazin-1-yl)propionylAmine